2-iodo-3-trifluoromethylaniline IC1=C(N)C=CC=C1C(F)(F)F